3-Acryloxypropyltriethoxysilane C(C=C)(=O)OCCC[Si](OCC)(OCC)OCC